2-(2-(2H-tetrazol-5-yl)pyridin-4-yl)-4-methylthiazole-5-carboxylic acid N=1NN=NC1C1=NC=CC(=C1)C=1SC(=C(N1)C)C(=O)O